FC(C1=NC(=NC(=N1)C(F)(F)F)N1C(C=2NC3=CC=C(C=C3C2CC1)Cl)CC=C)(F)F 2-[4,6-bis(trifluoromethyl)-1,3,5-triazin-2-yl]-6-chloro-1-(prop-2-en-1-yl)-2,3,4,9-tetrahydro-1H-pyrido[3,4-b]indole